2-Pyridin-2-yl-pyrimidine-5-carboxylic acid {(R)-1-[3-(N-hydroxycarbamimidoyl)-phenyl]-ethyl}-amide ONC(=N)C=1C=C(C=CC1)[C@@H](C)NC(=O)C=1C=NC(=NC1)C1=NC=CC=C1